FC=1C(=CC(=NC1)OC)C1=CC(=NN1COCC[Si](C)(C)C)C(=O)N1C(CC(CC1)C(=O)OC)C methyl 1-[5-(5-fluoro-2-methoxypyridin-4-yl)-1-[[2-(trimethylsilyl)ethoxy] methyl]pyrazole-3-carbonyl]-2-methylpiperidine-4-carboxylate